(3,4-Dihydro-1,5-naphthyridin-1(2H)-yl)(5-(4-fluorophenyl)pyridin-3-yl)-methanone N1(CCCC2=NC=CC=C12)C(=O)C=1C=NC=C(C1)C1=CC=C(C=C1)F